(2'S,6'R)-6'-hydroxy-2',4',6'-trimethyl-2'-((((E)-octadec-9-enoyl)oxy)methyl)-7'-oxo-2',3',6',7'-tetrahydrospiro[cyclopropane-1,5'-inden]-3'-yl (E)-octadec-9-enoate C(CCCCCCC\C=C\CCCCCCCC)(=O)OC1[C@@](C=C2C([C@](C3(C(=C12)C)CC3)(C)O)=O)(COC(CCCCCCC\C=C\CCCCCCCC)=O)C